C(C)(=O)OCC(CO)OCCC=C 2-(but-3-enyloxy)-3-hydroxypropyl acetate